(E)-3-phenylpropan C1(=CC=CC=C1)CCC